4-chloro-3H-[1,2,3]triazolo[4,5-c]pyridine hydrochloride Cl.ClC1=NC=CC2=C1NN=N2